BrC=1C=C2C(=NC1)OC(=N2)C=2C=CC(N(N2)C)=O 6-{6-bromo-[1,3]oxazolo[5,4-b]pyridin-2-yl}-2-methyl-2,3-dihydropyridazin-3-one